N-(4-carbamoylphenyl)-4-((8-methyl-2,3-dihydro-1H-pyrido[2,3-b][1,4]oxazin-7-yl)amino)-2-oxo-1,2-dihydropyridine-3-carboxamide C(N)(=O)C1=CC=C(C=C1)NC(=O)C=1C(NC=CC1NC1=C(C2=C(OCCN2)N=C1)C)=O